4-(((5-(((6-cyclopropylimidazo[1,2-a]pyridin-2-yl)methyl)amino)pyridazin-3-yl)amino)methyl)-3,5-dimethylbenzimidamide C1(CC1)C=1C=CC=2N(C1)C=C(N2)CNC=2C=C(N=NC2)NCC2=C(C=C(C(N)=N)C=C2C)C